17-(1-((2-(dimethylamino)acetoxy)imino)ethyl)-10,13-dimethyl-6,7,8,9,10,11,12,13,14,15,16,17-dodecahydro-1H-cyclopenta[a]phenanthren-3(2H)-one CN(CC(=O)ON=C(C)C1CCC2C3CCC4=CC(CCC4(C3CCC12C)C)=O)C